O1C[C@@H](CC1)NC=1N=C2C(=NC1)N(C=C2C2CCN(CC2)C(=O)OC(C)(C)C)COCC[Si](C)(C)C |r| (rac)-tert-butyl 4-[2-[[tetrahydrofuran-3-yl]amino]-5-(2-trimethylsilylethoxymethyl)pyrrolo[2,3-b]pyrazin-7-yl]piperidine-1-carboxylate